ethyl 3-fluorobutyrate FC(CC(=O)OCC)C